(S)-2,7-dimethyl-3-(1-methyl-3-(trifluoromethyl)-1H-pyrazol-5-yl)-4,5,6,7-tetrahydro-2H-pyrazolo[3,4-c]pyridine CN1N=C2[C@@H](NCCC2=C1C1=CC(=NN1C)C(F)(F)F)C